FC1=CC=C(C=C1)C1=NC(=NO1)C1=CC=C(C2=CC=CC=C12)CN1CC(C1)C(=O)O 1-((4-(5-(4-fluorophenyl)-1,2,4-oxadiazol-3-yl)naphthalen-1-yl)methyl)azetidine-3-carboxylic acid